BrC1=C(C=C(C=C1)CC=O)Cl 2-(4-bromo-3-chlorophenyl)acetaldehyde